ClC=1C(=CC2=C([C@@H]([C@](O2)(C2=CC=CC=C2)C2N(CCC2)C(=O)OCCCC)OC)C1B1OC(C(O1)(C)C)(C)C)F butyl 2-((2S,3S)-5-chloro-6-fluoro-3-methoxy-2-phenyl-4-(4,4,5,5-tetramethyl-1,3,2-dioxaborolan-2-yl)-2,3-dihydrobenzofuran-2-yl)pyrrolidine-1-carboxylate